CC=1C=C(C=CC1NC1=NNC(=C1)C1=CC=CC=C1)NS(=O)(=O)C N-(3-methyl-4-((5-phenyl-1H-pyrazol-3-yl)amino)phenyl)methanesulfonamide